BrC=1SC2=C(N1)C(=CC(=C2)C(=O)OC)C(C)(C)C methyl 2-bromo-4-tert-butyl-1,3-benzothiazole-6-carboxylate